2-(2,5-dimethyl-1H-pyrrol-1-yl)-7-(6-(1-(1-(4-fluorophenyl)propyl)-1H-pyrazol-4-yl)pyridin-2-yl)-8-methoxy-[1,2,4]triazolo[1,5-a]-pyridine CC=1N(C(=CC1)C)C1=NN2C(C(=C(C=C2)C2=NC(=CC=C2)C=2C=NN(C2)C(CC)C2=CC=C(C=C2)F)OC)=N1